(3S)-4-[7-(3-chlorophenyl)-5-iodo-7H-pyrrolo[2,3-d]pyrimidin-4-yl]-3-methylpiperazine-1-carboxylic acid tert-butyl ester C(C)(C)(C)OC(=O)N1C[C@@H](N(CC1)C=1C2=C(N=CN1)N(C=C2I)C2=CC(=CC=C2)Cl)C